(Z)-6-((2,6-difluorobenzyl)sulfonyl)-2-(2,4-difluorobenzylidene)-2H-benzo[b][1,4]thiazin-3(4H)-one FC1=C(CS(=O)(=O)C2=CC3=C(S\C(\C(N3)=O)=C/C3=C(C=C(C=C3)F)F)C=C2)C(=CC=C1)F